ethyl 2-(5-bromo-2-oxo-4-(trifluoromethyl)pyridin-1(2H)-yl)-3-cyclopropylpropanoate BrC=1C(=CC(N(C1)C(C(=O)OCC)CC1CC1)=O)C(F)(F)F